N-Ethyl-N-methyl-2-ethylpiperidinium C(C)[N+]1(C(CCCC1)CC)C